3-Ethyloxy-4-hydroxybenzaldehyde C(C)OC=1C=C(C=O)C=CC1O